C(=O)(O)CCC1=C(N(C2=C(C(=CC=C12)Cl)C=1C(=NN(C1C)C)COCC1=CC=C(C=C1)OC)C)C(=O)O (+-)-3-(2-carboxyethyl)-6-chloro-7-(3-(((4-methoxybenzyl)oxy)methyl)-1,5-dimethyl-1H-pyrazol-4-yl)-1-methyl-1H-indole-2-carboxylic acid